CC1=CC=C(C=C1)S(=O)(=O)OC=1C=C(C=CC1)NC(=O)NC1=CC=C(C=C1)OS(=O)(=O)C=1C(C)=CC=CC1 N-[3-(p-toluenesulfonyloxy)phenyl]-N'-[4-(o-toluenesulfonyloxy)phenyl]urea